Sodium 2-[N-(cyclopropylmethyl)-1-(1-methyl-1H-pyrazol-4-yl)formamido]acetate C1(CC1)CN(C(=O)C=1C=NN(C1)C)CC(=O)[O-].[Na+]